tert-butyl (6R)-2-bromo-3-iodo-6-methyl-6,7-dihydropyrazolo[1,5-a]pyrazine-5(4H)-carboxylate BrC1=NN2C(CN([C@@H](C2)C)C(=O)OC(C)(C)C)=C1I